C1(CC1)CN1C(=CC=2C=CC3=C(C12)N(C(C3(C)C)=O)C(=O)OC(C)(C)C)C3=NC1=C(N3C)C(=CC(=C1)C(=O)OC)F tert-butyl 8-(cyclopropylmethyl)-7-(7-fluoro-5-methoxycarbonyl-1-methyl-benzimidazol-2-yl)-3,3-dimethyl-2-oxo-pyrrolo[3,2-g]indole-1-carboxylate